4-(4-(trifluoromethyl)phenyl)-1,2,3-thiadiazole FC(C1=CC=C(C=C1)C=1N=NSC1)(F)F